3-chloro-4-hydroxy-quinoline-2-carboxylic acid methyl ester COC(=O)C1=NC2=CC=CC=C2C(=C1Cl)O